O=C1NC(CCC1N1C(C2=CC=CC(=C2C1=O)NCC=1C=NN(C1)C1CCN(CC1)C(=O)C12CC(C1)(C2)C)=O)=O 2-(2,6-dioxopiperidin-3-yl)-4-(((1-(1-(3-methylbicyclo[1.1.1]pentane-1-carbonyl)piperidin-4-yl)-1H-pyrazol-4-yl)methyl)amino)isoindoline-1,3-dione